BrC=1C(=C2C=3C(=NC(=NC3C1F)SC)N(CCO2)CCCO[C@H]2C[C@H](N(C2)C(=O)OC(C)(C)C)CO)Cl tert-butyl (2S,4S)-4-(3-(9-bromo-8-chloro-10-fluoro-2-(methylthio)-5,6-dihydro-4H-[1,4]oxazepino[5,6,7-de]quinazolin-4-yl)propoxy)-2-(hydroxymethyl)pyrrolidine-1-carboxylate